ketocarnitine C[N+](C)(C)C(=O)C(CC(=O)[O-])O